7-((1H-Imidazol-1-yl)methyl)-2-(6-ethyl-8-methoxy-1,7-naphthyridin-4-yl)-5-(3-methyl-5-(trifluoromethyl)-1H-pyrazol-1-yl)-3,4-dihydroisoquinolin-1(2H)-one N1(C=NC=C1)CC1=CC(=C2CCN(C(C2=C1)=O)C1=CC=NC2=C(N=C(C=C12)CC)OC)N1N=C(C=C1C(F)(F)F)C